COC(=O)[C@H]1N=C(CC1)C1=CC=C(C=C1)O.CNC=1C=CC=2N(C1)C(=CN2)C2=C(C=CC=C2)S(=O)(=O)NC2CCOCC2 (6-(methylamino)imidazo[1,2-a]pyridin-3-yl)-N-(tetrahydro-2H-pyran-4-yl)benzenesulfonamide methyl-(S)-5-(4-hydroxyphenyl)-3,4-dihydro-2H-pyrrole-2-carboxylate